dicyclopentadienyl-bis(2,6-difluorophenyl)titanium C1(C=CC=C1)[Ti](C1=C(C=CC=C1F)F)(C1=C(C=CC=C1F)F)C1C=CC=C1